BrC1=CC=C(C=C1)C1=CC2=C(O1)C=CC=C2 2-(4-bromophenyl)benzo[b]furan